3-(fluoromethyl)azetidine hydrochloride Cl.FCC1CNC1